NC1=C(C(=NN1C(C)C)C1=CC=C(C=C1)CC(=O)NC1=NOC(=C1)CC(C)(C)C)C(=O)N 5-Amino-1-isopropyl-3-(4-(2-((5-neopentylisoxazol-3-yl)amino)-2-oxoethyl)phenyl)-1H-pyrazole-4-carboxamide